[Ti].C(CCCCCCC\C=C/CCCCCCCC)(=O)O.C(CCCCCCC\C=C/CCCCCCCC)(=O)O bis(oleic acid) titanium